3-methyl-2-cyclopenten CC1=CCCC1